Cl.COC([C@@H](N)CCSC)=O L-methionine methyl ester hydrochloride salt